3-(5-((2-Benzyl-2,9-diazaspiro[5.5]undecan-9-yl)sulfonyl)pyridin-2-yl)oxazolidin-2-one C(C1=CC=CC=C1)N1CC2(CCC1)CCN(CC2)S(=O)(=O)C=2C=CC(=NC2)N2C(OCC2)=O